FC(C(CCCCC)(C(F)(F)F)OCOC)(F)F (2R)-7,7,7-trifluoro-6-(methoxymethoxy)-6-(trifluoromethyl)heptan